OC(COC=1C=CC=2N(C1)N=CC2C#N)(C)C 6-(2-hydroxy-2-methyl-propoxy)pyrazolo[1,5-a]pyridine-3-carbonitrile